C(C)(C)(C)OC(CN1CCC(CC1)C1=CC=C(C=C1)C1=C(N=NC(=C1)C1=C(C=CC=C1)O)N)=O 2-(4-(4-(3-amino-6-(2-hydroxyphenyl)pyridazin-4-yl)phenyl)piperidin-1-yl)acetic acid tert-butyl ester